C1(CC1)C1=NC(=CC=C1O[C@@H]1C[C@H](CCC1)C(=O)OC)C=1N=NN(C1COC(N(CCC)C)=O)C methyl (1S,3S)-3-((2-cyclopropyl-6-(1-methyl-5-(((methyl(propyl)carbamoyl)oxy)methyl)-1H-1,2,3-triazol-4-yl)pyridin-3-yl)oxy)cyclohexane-1-carboxylate